ClC=1C(=C(CN2CCC(CC2)(C(=O)O)CC2=NC(=CC(=C2F)OC(C)C)NC2=NNC(=C2)C)C=CC1)F 1-(3-chloro-2-fluorobenzyl)-4-((3-fluoro-4-isopropoxy-6-((5-methyl-1H-pyrazol-3-yl)amino)pyridin-2-yl)methyl)piperidine-4-carboxylic acid